2-acrylamido-1-methyl-propanesulfonic acid C(C=C)(=O)NC(C(S(=O)(=O)O)C)C